BrC1=C(C=C(C(=O)NC2=CC(=CC=C2)[N+](=O)[O-])C=C1)S(NC1=CC2=C(OCCO2)C=C1)(=O)=O 4-bromo-3-(N-(2,3-dihydrobenzo[b][1,4]dioxin-6-yl)sulfamoyl)-N-(3-nitrophenyl)benzamide